ClC1=C(C=CC=C1)N1C(C=C(C2=CC=C(N=C12)C(F)(F)F)O)=O 1-(2-chlorophenyl)-4-hydroxy-7-(trifluoromethyl)-1,8-naphthyridin-2(1H)-one